2-(5-chloro-2-ethoxyphenyl)acetaldehyde ClC=1C=CC(=C(C1)CC=O)OCC